C1(=C(C=CC=C1)CSN1C=NC(CC1=O)=O)CSN1C=NC(CC1=O)=O ((1,2-Phenylenebis(methylene))bis(sulfanediyl))bis(pyrimidine-4,6(1H,5H)-dione)